C1(CC1)N1N=C(C=C1)C=1C=C(C=CC1CNC(C=C)=O)C1=CC=C(C=C1)C(F)(F)F N-((3-(1-cyclopropyl-1H-pyrazol-3-yl)-4'-(trifluoromethyl)-[1,1'-biphenyl]-4-yl)methyl)acrylamide